1-(5-(4-AMINO-7-CYCLOPROPYL-7H-PYRROLO[2,3-D]PYRIMIDIN-5-YL)-4-FLUOROINDOLIN-1-YL)-2-(2-FLUORO-5-(TRIFLUOROMETHYL)PHENYL)ETHAN-1-ONE NC=1C2=C(N=CN1)N(C=C2C=2C(=C1CCN(C1=CC2)C(CC2=C(C=CC(=C2)C(F)(F)F)F)=O)F)C2CC2